methylacenaphthenyl methacrylate C(C(=C)C)(=O)OC1(CC2=CC=CC3=CC=CC1=C23)C